octadecanoic acid (S)-1-{(S)-1-[(S)-1-((S)-1-carboxy-ethoxycarbonyl)-ethoxycarbonyl]-ethoxycarbonyl}-ethyl ester C(=O)(O)[C@H](C)OC(=O)[C@H](C)OC(=O)[C@H](C)OC(=O)[C@H](C)OC(CCCCCCCCCCCCCCCCC)=O